(S)-tert-butyl(1-oxopropane-2-yl)carbamate C(C)(C)(C)OC(N[C@H](C=O)C)=O